CN1N=C2CC[C@H](CC2=C1C(=O)O)C(F)(F)F (R)-2-methyl-5-(trifluoromethyl)-4,5,6,7-tetrahydro-2H-indazole-3-carboxylic acid